N-[(1S)-1-(dicyclopropylmethyl)-2-[4-(3,5-dimethyl-1H-pyrazol-4-yl)anilino]-2-oxo-ethyl]-2-isobutyl-pyrazole-3-carboxamide C1(CC1)C([C@@H](C(=O)NC1=CC=C(C=C1)C=1C(=NNC1C)C)NC(=O)C=1N(N=CC1)CC(C)C)C1CC1